2-(4-chlorophenyl)-6-isopropyl-3-oxo-2,3,4,5-tetrahydropyridazine-4-carboxylic acid methyl ester COC(=O)C1C(N(N=C(C1)C(C)C)C1=CC=C(C=C1)Cl)=O